tert-butyl 3-((isopropylamino)methyl)azetidine-1-carboxylate C(C)(C)NCC1CN(C1)C(=O)OC(C)(C)C